ClC1=CC(=C(S1)C1=CC(=C(O[C@@H]2C[C@H](CCC2)C(=O)O)C=C1)F)COC(N(C)C1CCCC1)=O (1S,3S)-3-(4-(5-chloro-3-(((cyclopentyl(methyl)carbamoyl)oxy)methyl)thiophen-2-yl)-2-fluorophenoxy)cyclohexane-1-carboxylic acid